ClCC1OC1 chloromethyl-oxirane